FC([C@H](CC=C)S(=O)(=O)N(CC1=CC=C(C=C1)OC)CC1=CC=C(C=C1)OC)(F)F (S)-1,1,1-TRIFLUORO-N,N-BIS(4-METHOXYBENZYL)PENT-4-ENE-2-SULFONAMIDE